FC=1C=C(C=C(C1OC1=C2C(=NC=C1)NC=C2C(C)C)F)NC(=O)NCC2(COC2)C(C)C N-(3,5-difluoro-4-{[3-(propan-2-yl)-1H-pyrrolo[2,3-b]pyridin-4-yl]oxy}phenyl)-N'-{[3-(propan-2-yl)oxetan-3-yl]methyl}urea